NC(COCCN1N=C2C=C(C(=CC2=C1)NC(=O)C=1N=C(SC1)C1=CC(=NC=C1)N)C1=CC=C(C=C1)F)=O N-(2-(2-(2-amino-2-oxoethoxy)ethyl)-6-(4-fluorophenyl)-2H-indazol-5-yl)-2-(2-aminopyridin-4-yl)thiazole-4-carboxamide